4-carboxyl-1,1'-biphenyl C(=O)(O)C1=CC=C(C=C1)C1=CC=CC=C1